C(C)(C)(C)OC(=O)N1CCC2(C(C(OC2=O)C)=NO)CC1 tert-butyl-4-(hydroxyimino)-3-methyl-1-oxo-2-oxa-8-azaspiro[4.5]decane-8-carboxylate